FC(C=1N=C(OC1C(=O)N1[C@@H](C2=C(CC1)NC=N2)C=2OC1=C(N2)C=CC=C1F)N1CCN(CC1)C)F (S)-(4-(difluoromethyl)-2-(4-methylpiperazin-1-yl)oxazol-5-yl)(4-(7-fluorobenzo[d]oxazol-2-yl)-6,7-dihydro-1H-imidazo[4,5-c]pyridin-5(4H)-yl)methanone